ClC1=C(C#N)C=C(C=C1Cl)Cl 2,3,5-trichlorobenzonitrile